C(C)(C)(C)C=1C=C(C=CC1)[C@H](C)NC(=O)C1=CC=C2C(=C(N(C2=C1)C)C)CC=1C=C(OC(C(=O)O)(C)C)C=CC1 (S)-2-(3-((6-((1-(3-(tert-butyl)phenyl)ethyl)carbamoyl)-1,2-dimethyl-1H-indol-3-yl)methyl)phenoxy)-2-methylpropanoic acid